3-phenyl-5-(1-phenyl-penta-1,4-dien-3-yl)pyridine C1(=CC=CC=C1)C=1C=NC=C(C1)C(C=CC1=CC=CC=C1)C=C